C1(=CC=CC=C1)C1=C(C2=C(OC3=C2C=CC=C3)C=C1)C1=NN=NC(=C1C1=C(C(=CC=3C2=CC=CC=C2CC13)C)C)C1=CC=CC=C1 phenyl[phenyl-(dimethylfluorenyl)triazinyl]dibenzofuran